O1-tert-butyl O2-methyl (2S,4S)-4-[[6-[[4-[3-[benzyloxycarbonyl(methyl)amino]propyl]-2-ethyl-pyrazol-3-yl]amino]-2-pyridyl]-tert-butoxycarbonyl-amino]pyrrolidine-1,2-dicarboxylate C(C1=CC=CC=C1)OC(=O)N(CCCC1=C(N(N=C1)CC)NC1=CC=CC(=N1)N([C@H]1C[C@H](N(C1)C(=O)OC(C)(C)C)C(=O)OC)C(=O)OC(C)(C)C)C